N1=CC=C(C=C1)CNC(NC1=CC=C(C=C1)NS(=O)(=O)CC1=CC=C(C=C1)C)=O N-[4-(3-Pyridin-4-ylmethyl-ureido)-phenyl]-C-p-tolyl-methanesulfonamide